2-[6-[rac-(3aS,6aS)-5-methyl-2,3,3a,4,6,6a-hexahydropyrrolo[3,4-b]pyrrol-1-yl]pyridazin-3-yl]-3-methyl-5-(trifluoromethyl)phenol CN1C[C@H]2N(CC[C@H]2C1)C1=CC=C(N=N1)C1=C(C=C(C=C1C)C(F)(F)F)O |r|